2-AMINOTHIOPHENE-3-CARBOXALDEHYDE NC=1SC=CC1C=O